FC(OC=1C=C(C(=C(C1)O)C=1N=NC(=CC1)CNC1CCOCC1)C)F 5-(Difluoromethoxy)-3-methyl-2-(6-(((tetrahydro-2H-pyran-4-yl)amino)methyl)pyridazin-3-yl)phenol